(S)-2-amino-2-cyclopropylethanol hydrochloride Cl.N[C@H](CO)C1CC1